CC1=C(C(=O)NC2(CC2)C2=C3C=CC=NC3=CC(=C2)C=2C=NC=CC2)C=C(C=C1)OC[C@H]1N(CC1)C (s)-2-Methyl-5-((1-methylazetidin-2-yl)methoxy)-N-(1-(7-(pyridin-3-yl)quinolin-5-yl)cyclopropyl)benzamide